(2R,3S,4S)-2-(4-(2-(((S)-1,6-Diamino-1-oxohexan-2-yl)amino)-2-oxoethoxy)benzyl)-4-hydroxypyrrolidin-3-yl acetate hydrochloride Cl.C(C)(=O)O[C@H]1[C@H](NC[C@@H]1O)CC1=CC=C(C=C1)OCC(=O)N[C@H](C(=O)N)CCCCN